benzyl (6S,7R)-7-(ethoxymethyl)-6-methoxy-1,4-oxazepane-4-carboxylate C(C)OC[C@@H]1[C@H](CN(CCO1)C(=O)OCC1=CC=CC=C1)OC